C12(CC3CC(CC(C1)C3)C2)C=2C(=CC(=C(C(=O)NCC=3CC=CCC3)C2)O)O 5-adamant-1-yl-N-(2,5-dihydrobenzyl)-2,4-dihydroxy-benzoic acid amide